hexylbenzene diphenolate C1(=CC=CC=C1)[O-].C1(=CC=CC=C1)[O-].C(CCCCC)C1=CC=CC=C1